2-(4-cyclopropyl-6-methoxypyrimidin-5-yl)-N-(4-(1-methyl-4-(trifluoro-methyl)-1H-imidazol-2-yl)benzyl)-7,8-dihydro-5H-spiro[quinazoline-6,2'-[1,3]dioxolan]-4-amine C1(CC1)C1=NC=NC(=C1C1=NC=2CCC3(OCCO3)CC2C(=N1)NCC1=CC=C(C=C1)C=1N(C=C(N1)C(F)(F)F)C)OC